(5-Chloro-2-(tetrahydrofuran-2-yl)phenyl)methanol ClC=1C=CC(=C(C1)CO)C1OCCC1